O(C1=CC=CC=C1)C(=O)NC1=NC(=NS1)C(=O)[O-] (phenoxyformyl)amino-1,2,4-thiadiazole-3-carboxylate